ClC1=NC2=CC3=C(C=C2C(=C1C(=O)O)C1=CC=C(C=C1)F)C=NN3 7-chloro-5-(4-fluorophenyl)-1H-pyrazolo[4,3-g]Quinoline-6-carboxylic acid